8-chloro-N-(4-(4-fluorophenoxy)phenyl)quinolin-2-amine ClC=1C=CC=C2C=CC(=NC12)NC1=CC=C(C=C1)OC1=CC=C(C=C1)F